(2R,3R,5S)-4-[[3-(2,4-difluoro-3-methyl-phenyl)-5-methyl-5-(trifluoromethyl)tetrahydrofuran-2-carbonyl]amino]pyridine-2-carboxamide FC1=C(C=CC(=C1C)F)[C@@H]1[C@@H](O[C@@](C1)(C(F)(F)F)C)C(=O)NC1=CC(=NC=C1)C(=O)N